4'-dihydroxymethylbenzophenone OC(C1=CC=C(C=C1)C(C1=CC=CC=C1)=O)O